C1(CCCCC1)N1C=CN(C=2C=NC(=NC12)NC1=CC=2C(=NSN2)C=C1C)C 8-cyclohexyl-5-methyl-2-((6-methylbenzo[c][1,2,5]thiadiazol-5-yl)amino)-5,8-dihydropteridine